FC=1C=C(CC(N1)=O)NC(=N)C1(CCNCC1)C N-(6-fluoro-2-oxo-2,3-dihydropyridin-4-yl)-4-methylpiperidine-4-carboxamidine